FC1=CC=C(C=C1)C1=NN(C=C1C=1C2=C(N=CN1)OC(=C2)C2=CC=CC=C2)C(C(=O)N)CC [3-(4-Fluorophenyl)-4-(6-phenylfuro[2,3-d]pyrimidin-4-yl)-1H-pyrazol-1-yl]butanamide